C(CCC)[SiH](O[SiH](C)CCCC)C 1,3-di-n-butyl-1,3-dimethyldisiloxane